N1=C2C(=CC=C1)CN(C2)C(=O)OC=2C=CC=1C=CC3=CC=CC=C3C1C2 phenanthren-3-yl 5,7-dihydro-6H-pyrrolo[3,4-b]pyridine-6-carboxylate